N-(6-amino-5-methyl-3-pyridyl)-2-[(2R,5S)-5-methyl-2-(3-piperidyl)-1-piperidyl]-2-oxo-acetamide NC1=C(C=C(C=N1)NC(C(=O)N1[C@H](CC[C@@H](C1)C)C1CNCCC1)=O)C